6-amino-5-bromo-3-methyl-4a,8a-dihydro-quinazolin-4(3H)-one NC1=C(C2C(N(C=NC2C=C1)C)=O)Br